C[N@+]1(CCC2=CC(=C(C(=C2[C@H]1CC3=CC(=C(C(=C3)OC)OC)OC)OC)OC)OC)CCCOC(=O)CCC(=O)OCCC[N@@+]4(CCC5=CC(=C(C(=C5[C@H]4CC6=CC(=C(C(=C6)OC)OC)OC)OC)OC)OC)C.[Cl-].[Cl-] The molecule is the dichloride salt of (1R,2S,1'R,2'S)-doxacurium. It is a chloride salt, a quaternary ammonium salt and a diester. It is an enantiomer of a (1S,2R,1'S,2'R)-doxacurium chloride.